C(CCCCCCCCC)OC1=CC=C(C(=O)Cl)C=C1 4-(decyloxy)benzoyl chloride